tert-butyl 2-((4-chloro-2-fluorobenzyl) oxy)-5,8-dihydropyrido[3,4-d]pyrimidine-7(6H)-carboxylate ClC1=CC(=C(COC=2N=CC3=C(N2)CN(CC3)C(=O)OC(C)(C)C)C=C1)F